[N+](=O)([O-])C1=CC=C(C)C=C1 para-mononitro-toluene